chloro-7-fluoro-N-methyl-N-phenylquinazolin-4-amine ClC1=NC2=CC(=CC=C2C(=N1)N(C1=CC=CC=C1)C)F